C(=O)O.CN1CC(C1)N1C=CC=2C1=NC(=CC2CN2CCCC2)C=2C=C1CN(C(C1=CC2)=O)C2C(NC(CC2)=O)=O 3-(5-(1-(1-methylazetidin-3-yl)-4-(pyrrolidin-1-ylmethyl)-1H-pyrrolo[2,3-b]pyridin-6-yl)-1-oxoisoindolin-2-yl)piperidine-2,6-dione formate